2-bromo-N,N-dimethylethane-1-amine BrCCN(C)C